C1(=CC=CC=C1)C1=NN=C(S1)CNC(=O)C=1N=NN(C1)C(F)(F)F N-((5-phenyl-1,3,4-thiadiazol-2-yl)methyl)-1-(trifluoromethyl)-1H-1,2,3-triazole-4-carboxamide